ClCCSC1=CC=CC=C1 2-chloroethylsulfanylbenzene